ClC1=NC=C(C(=C1)C1=C(C=NC(=C1)C)C(=O)NC=1SC2=C(N1)CN(C2)C(C2=NC(=C(C=C2)OC(F)F)C)=O)OC 2'-Chloro-N-(5-(5-(difluoro-methoxy)-6-methyl-picolinoyl)-5,6-dihydro-4H-pyrrolo[3,4-d]thiazol-2-yl)-5'-methoxy-6-methyl-[4,4'-bipyridine]-3-carboxamide